[N+](=O)([O-])C1=CC=C(C=C1)OS(N)(=O)=O sulfamic acid 4-nitrophenyl ester